Cl.N[C@@H](C)C1=CC=C(CC#N)C=C1 (S)-4-(1-aminoethyl)benzyl cyanide hydrochloride